FC=1C=C(C=CC1F)C=1C=C2C=NN(C2=C(C1)C(=O)NCC1=CC=C(C(=O)O)C=C1)CC1=CC=C(C=C1)C1=CC=C(C=C1)F 4-((5-(3,4-difluorophenyl)-1-((4'-fluoro-[1,1'-biphenyl]-4-yl)methyl)-1H-indazole-7-carboxamido)methyl)benzoic acid